C(=O)O.NC1CC(C1)NC([C@@H](C)NC(C1=C(C=C(C=C1)NC=1C=2N(C=CN1)C(=CN2)C=2C(=NN(C2)CC#N)C(F)(F)F)Cl)=O)=O N-[(1R)-2-[(3-aminocyclobutyl)amino]-1-methyl-2-oxo-ethyl]-2-chloro-4-[[3-[1-(cyanomethyl)-3-(trifluoromethyl)pyrazol-4-yl]imidazo[1,2-a]pyrazin-8-yl]amino]benzamide formate